ClC1=C(C=C(OCC(=O)NC23CC(C2)(C3)C=3OC(=NN3)COC=3C=NC(=CC3)C)C=C1)F 2-(4-chloro-3-fluorophenoxy)-N-[3-(5-{[(6-methylpyridin-3-yl)oxy]methyl}-1,3,4-oxadiazol-2-yl)bicyclo[1.1.1]pentan-1-yl]acetamide